OCC(COC(C1=CC=CC=C1)=O)(C)C Benzoic acid (3-hydroxy-2,2-dimethyl-propyl) ester